N1N=CC2=CC(=CC=C12)NC1=NC(=NC=C1)C1=CC=C2C=C(NC2=C1)C(=O)NC=1C=C2C=NN(C2=CC1)C(=O)OC(C)(C)C tert-butyl 5-(6-(4-((1H-indazol-5-yl)amino)-pyrimidin-2-yl)-1H-indole-2-carboxamido)-1H-indazole-1-carboxylate